methyl-thioxonine chloride [Cl-].CC1OSC=CC=CC=C1